4-Amino-1-(6-benzofuran-5-yl)-2-oxo-7-(trifluoromethyl)-1,2-dihydroquinoline-3-carboxylic acid methyl ester COC(=O)C=1C(N(C2=CC(=CC=C2C1N)C(F)(F)F)C=1C=CC=2C1C=COC2)=O